O=C1NC2=CC=CC=C2C12C=COC=C2 2-oxospiro[indoline-3,4'-pyrane]